1,2,4-triazole-5-thione N1=NC=NC1=S